COC(C1=C(C=CC=C1)NC(C)C=1C=C(C=C2C(C=C(OC12)SCC)=O)C)=O.O1C(=CC=C1)CC(=O)NC1=CC=C(C=C1)C 2-(furan-2-yl)-N-(p-tolyl)acetamide Methyl-2-[1-(2-ethylsulfanyl-6-methyl-4-oxo-chromen-8-yl)ethylamino]benzoate